2-((4-(5-methylisoxazol-3-yl)benzyl)amino)pyridin-4(1H)-one CC1=CC(=NO1)C1=CC=C(CNC=2NC=CC(C2)=O)C=C1